O=C1C=CC(=CN1C)[C@@H]1OCCCC1 (2R,4S)-2-(6-keto-1-methyl-3-pyridyl)tetrahydropyran